pyrimidin-2-d N1=C(N=CC=C1)[2H]